(E)-1,2-bisbenzoxazol-6-yldiazene O1C=NC2=C1C=C(C=C2)\N=N\C2=CC1=C(N=CO1)C=C2